N-(3-(4-(4-phenoxyphenoxy)pyridin-3-yl)benzyl)propionamide O(C1=CC=CC=C1)C1=CC=C(OC2=C(C=NC=C2)C=2C=C(CNC(CC)=O)C=CC2)C=C1